butyl 6-[4-chloro-3-(propan-2-yl)-3H-imidazo[4,5-c]pyridin-6-yl]-2-oxo-1-[(1s,3s)-3-(piperidin-1-yl)cyclobutyl]-1,2-dihydrospiro[indole-3,4'-piperidine]-1'-carboxylate ClC1=NC(=CC2=C1N(C=N2)C(C)C)C2=CC=C1C(=C2)N(C(C12CCN(CC2)C(=O)OCCCC)=O)C2CC(C2)N2CCCCC2